ClC1=C2C(=NC=3C=C(C(=CC13)OC)OCCOCC)CCC2 9-chloro-6-(2-ethoxyethoxy)-7-methoxy-1H,2H,3H-cyclopenta[b]quinoline